ClC=1C=CC2=C(N=C(O2)NC(=O)[C@@H]2CC[C@H](CC2)C=2OC(=NN2)CO[C@@H]2C[C@@H](C2)OC(F)(F)F)C1 trans-N-(5-chlorobenzo[d]oxazol-2-yl)-4-(5-((cis-3-(trifluoromethoxy)cyclobutoxy)methyl)-1,3,4-oxadiazol-2-yl)cyclohexanecarboxamide